CC1=C(CCC=CCC1)[Pt](CC)CC (methylcycloocta-1,5-dienyl)diethylplatinum